COC1=CC=C(C=C1)N1N=C(C2=C1C(N(CC2)C2=C(C=C(C=C2)N2C(CCC2)=O)C)=O)C(=O)N (4-methoxyphenyl)-7-oxo-6-[2-methyl-4-(2-oxotetrahydropyrrol-1-yl)phenyl]-4,5,6,7-tetrahydro-1H-pyrazolo[3,4-c]pyridine-3-carboxamide